2-(((9-((2R,4S,5R)-4-acetoxy-5-(((tert-butyldiphenylsilyl)oxy)methyl)-5-ethynyltetrahydrofuran-2-yl)-2-fluoro-9H-purin-6-yl)carbamoyl)oxy)propane-1,3-diyldinonanoate C(C)(=O)O[C@H]1C[C@@H](O[C@]1(C#C)CO[Si](C1=CC=CC=C1)(C1=CC=CC=C1)C(C)(C)C)N1C2=NC(=NC(=C2N=C1)NC(=O)OC(CCCCCCCCCC(=O)[O-])CCCCCCCCCC(=O)[O-])F